N1CNCNC1 hexahydro-1,3,5-triazine